5-methyl-8-[(3R)-3-methyl-4-{1-[4-(trifluoromethoxy)phenyl]ethyl}piperazin-1-yl]-6-oxo-5,6-dihydro-1,5-naphthyridine-2,7-dicarbonitrile CN1C=2C=CC(=NC2C(=C(C1=O)C#N)N1C[C@H](N(CC1)C(C)C1=CC=C(C=C1)OC(F)(F)F)C)C#N